2-(5-((E)-((1s,2s,5s,6r)-2-fluoro-6-methoxy-1,5-dimethyl-8-azabicyclo[3.2.1]oct-3-ylidene)methyl)pyrazin-2-yl)-5-(1H-imidazol-1-yl)phenol F[C@@H]\1[C@@]2(C[C@H]([C@](C/C1=C\C=1N=CC(=NC1)C1=C(C=C(C=C1)N1C=NC=C1)O)(N2)C)OC)C